FC(C=1C=C2CC3(CN(CC3)C(C)=O)CN(C2=CC1)C1=CC=C(C=C1)C(F)(F)F)(F)F 1-[6-(trifluoromethyl)-1-[4-(trifluoromethyl)-phenyl]spiro[2,4-dihydro-quinoline-3,3'-pyrrolidine]-1'-yl]ethanone